CS(=O)(=O)N1CCNCCC1 4-methylsulfonyl-1,4-diazepan